tert-butyl 5-methyl-3-((3-(trifluoromethyl)phenyl)carbamoyl)-4,7-dihydrothieno[2,3-c]pyridine-6(5H)-carboxylate CC1CC2=C(CN1C(=O)OC(C)(C)C)SC=C2C(NC2=CC(=CC=C2)C(F)(F)F)=O